2-(5-methoxy-1H-indol-3-yl)vinyl-3,4-dihydroisoquinoline-2(1H)-formaldehyde COC=1C=C2C(=CNC2=CC1)C=CC1N(CCC2=CC=CC=C12)C=O